NC=1C=C(C=C(C1)C(F)(F)F)[C@@H](C)NC(=O)C1=NN(C(C=C1)=O)C=1CCOCC1 N-[(1R)-1-[3-amino-5-(trifluoromethyl)phenyl]ethyl]-1-(3,6-dihydro-2H-pyran-4-yl)-6-oxo-1,6-dihydropyridazine-3-carboxamide